NC1=C2C=C(N(C2=CC=C1)CC(F)(F)F)C#CCNC1=C(C=C(C(=O)N)C=C1)OC 4-((3-(4-amino-1-(2,2,2-trifluoroethyl)-1H-indol-2-yl)prop-2-yn-1-yl)amino)-3-methoxybenzamide